methylbenzenesulfonamide 2,2,2-trifluoroacetate FC(C(=O)O)(F)F.CC1=C(C=CC=C1)S(=O)(=O)N